Tert-Butyl 4-[[[4-(trifluoromethyl)phenyl]sulfonylamino]methyl]piperidine-1-carboxylate FC(C1=CC=C(C=C1)S(=O)(=O)NCC1CCN(CC1)C(=O)OC(C)(C)C)(F)F